racemic-2-butyl-2-ethyloxirane C(CCC)[C@]1(OC1)CC |r|